ClC1=C(OCC=2C=C(C=CC2OC)/C=C/C(=O)C2=CC=C(C=C2)O)C=CC(=C1)C (E)-3-[3-[(2-Chloro-4-methylphenoxy)methyl]-4-methoxyphenyl]-1-(4-hydroxyphenyl)prop-2-en-1-one